7-methyleneoctahydro-5-indenyl acetate C(C)(=O)OC1CC2CCCC2C(C1)=C